tert-butyl-(3S)-4-{7-[(1S,2R,4R)-bicyclo[2.2.1]heptan-2-yl]-5-iodo-7H-pyrrolo[2,3-d]pyrimidin-4-yl}-3-methylpiperazine-1-carboxylate C(C)(C)(C)OC(=O)N1C[C@@H](N(CC1)C=1C2=C(N=CN1)N(C=C2I)[C@H]2[C@H]1CC[C@@H](C2)C1)C